1-(5-(Hydroxymethyl)pyrazin-2-yl)dihydropyrimidine-2,4(1H,3H)-dione OCC=1N=CC(=NC1)N1C(NC(CC1)=O)=O